CC(C(=O)NC)=C methyl-N-methylprop-2-enamide